2-[1-[2-(Trifluoromethyl)pyridin-4-yl]azetidin-3-yl]propionic acid methyl ester COC(C(C)C1CN(C1)C1=CC(=NC=C1)C(F)(F)F)=O